C1(CC1)S(=O)(=O)NC1=CC(=NC=C1)[C@@H](NC(=O)C=1SC(=CN1)C1=NC(=CN=C1)OCC)[C@H]1COCC1 N-((S)-(4-(cyclopropanesulfonamido)pyridin-2-yl)((S)-tetrahydrofuran-3-yl)methyl)-5-(6-ethoxypyrazin-2-yl)thiazole-2-carboxamide